N1([C@@H](CCC1)C(=O)O)C(O)C(=O)[C@@H](O)[C@H](O)[C@H](O)CO prolinofructose